3-bromo-1-ethyl-5-methylpyridin-2(1H)-one BrC=1C(N(C=C(C1)C)CC)=O